ClC1=NC=C(C(=C1)C1=C(C=NC(=C1)C)C(=O)NC1=NN=C(S1)C(=O)O)OC 5-{2'-chloro-5'-methoxy-6-methyl-[4,4'-bipyridine]-3-amido}-1,3,4-thiadiazole-2-carboxylic acid